COC([C@@H](NC(=O)OC(C)(C)C)CC1CCCCC1)=O N-(tert-Butoxycarbonyl)-3-cyclohexyl-L-alanine methyl ester